C(C)OC(CCC[C@@H](CC(C)C)[C@H]1N(C(OC1)(C)C)C(=O)OC(C)(C)C)=O tert-Butyl (4R)-4-[(1S)-5-ethoxy-1-isobutyl-5-oxo-pentyl]-2,2-dimethyl-oxazolidine-3-carboxylate